O[C@@H]1C[C@@H]2CC[C@H]3[C@@H]4CCC5([C@@]4(C)CC[C@@H]3[C@]2(CC1)C)OCCO5 3β-hydroxy-17,17-(ethylenedioxy)-5α-androstane